C(#N)CC1CN(CCN1C(C=CC(C)=O)=O)C1=NC=NC2=CC=C(C=C12)C=1C=C(C(=NC1)OC)NS(=O)(=O)C1=C(C=C(C=C1)F)F N-(5-(4-(3-(cyanomethyl)-4-(4-oxopent-2-enoyl)piperazin-1-yl)quinazolin-6-yl)-2-methoxypyridin-3-yl)-2,4-difluorobenzenesulfonamide